FC1=CC2=C(N(C(N=C2N2[C@H](CN(CC2)C(=O)OC(C)(C)C)C)=O)C=2C(=NC=CC2CCCO)C(C)C)N=C1C1=C(C=CC=C1O)F (3S)-Tert-Butyl 4-(6-Fluoro-7-(2-Fluoro-6-Hydroxyphenyl)-1-(4-(3-Hydroxypropyl)-2-Isopropylpyridin-3-Yl)-2-Oxo-1,2-Dihydropyrido[2,3-d]Pyrimidin-4-Yl)-3-Methylpiperazine-1-Carboxylate